4-(2-Dipropylamino-ethyl)-N-[4-methyl-3-(4-pyridin-3-yl-pyrimidin-2-ylamino)-phenyl]-benzamide C(CC)N(CCC1=CC=C(C(=O)NC2=CC(=C(C=C2)C)NC2=NC=CC(=N2)C=2C=NC=CC2)C=C1)CCC